(4-bromobenzyl)-1-(tert-butoxycarbonyl)piperidine-4-carboxylic acid BrC1=CC=C(CC2N(CCC(C2)C(=O)O)C(=O)OC(C)(C)C)C=C1